3-((2S)-3-(8-(5-(4-(aminomethyl)phenyl)-2,3-dihydrobenzofuran-7-ylsulfonyl)-1-oxa-8-azaspiro[4.5]decan-3-ylamino)-2-hydroxypropoxy)-N-methylbenzenesulfonamide NCC1=CC=C(C=C1)C=1C=C(C2=C(CCO2)C1)S(=O)(=O)N1CCC2(CC(CO2)NC[C@@H](COC=2C=C(C=CC2)S(=O)(=O)NC)O)CC1